C(N)(OCC(OC1=CC2=C(N=C(S2)C2=C3N=CC(=NC3=CC(=C2)C)OC)C(=C1)Cl)C(C)(C)C)=O (tert-butyl 2-((4-chloro-2-(2-methoxy-7-methylquinoxalin-5-yl) benzo[d]thiazol-6-yl) oxy) ethyl) carbamate